N-methyl-2-[[5-phenyl-6-(3-thienyl)-1,2,4-triazin-3-yl]sulfanyl]propanamide CNC(C(C)SC=1N=NC(=C(N1)C1=CC=CC=C1)C1=CSC=C1)=O